(2-(bicyclo[1.1.1]pent-1-ylamino)-2-oxoacetyl)-3-chloro-N-(3-cyano-4-fluorophenyl)-1-methyl-1H-pyrrole-2-carboxamide C12(CC(C1)C2)NC(C(=O)C=2C(=C(N(C2)C)C(=O)NC2=CC(=C(C=C2)F)C#N)Cl)=O